The molecule is an arenesulfonic acid that is phenol substituted by a sulfo group at C-2. It has a role as a metabolite. It derives from a phenol. C1=CC=C(C(=C1)O)S(=O)(=O)O